2-(4-(9,9-dimethyl-9H-fluoren-3-yl)-[1,1'-biphenyl]-3-yl)-4,4,5,5-tetramethyl-1,3,2-dioxaborolane CC1(C2=CC=CC=C2C=2C=C(C=CC12)C1=C(C=C(C=C1)C1=CC=CC=C1)B1OC(C(O1)(C)C)(C)C)C